ClC1=NC=NC2=C1N(C=1C=CC(=CC21)[C@@H](C)N2CCN(CC2)C)CC(F)(F)F (R)-4-chloro-8-(1-(4-methylpiperazin-1-yl)ethyl)-5-(2,2,2-trifluoroethyl)-5H-pyrimido[5,4-b]indole